BrC=1C=C(C=NC1NC1=CC=C(C=C1)C1=NOC(=N1)C)C(=O)N1CCC(CC1)(F)F (5-bromo-6-((4-(5-methyl-1,2,4-oxadiazol-3-yl)phenyl)amino)pyridin-3-yl)(4,4-difluoropiperidin-1-yl)methanone